4-(4-(3,8-diazabicyclo-[3.2.1]-octan-3-yl)-6-chloro-2-((1-((dimethylamino)-methyl)cyclopropyl)meth-oxy)-8-fluoroquinazolin-7-yl)benzo[d]oxazol-2-amine C12CN(CC(CC1)N2)C2=NC(=NC1=C(C(=C(C=C21)Cl)C2=CC=CC1=C2N=C(O1)N)F)OCC1(CC1)CN(C)C